C(#N)C1=C(C2=C(N(C(N(C2=O)C(C(=O)O)(C)C)=O)CC(OC2CCOCC2)C2=C(C=CC(=C2)F)OCCF)S1)C 2-(6-cyano-1-(2-(5-fluoro-2-(2-fluoroethoxy)phenyl)-2-((tetrahydro-2H-pyran-4-yl)oxy)ethyl)-5-methyl-2,4-dioxo-1,2-dihydrothieno[2,3-d]pyrimidin-3(4H)-yl)-2-methylpropanoic acid